ClCC(=O)NCC(C1=C(C=CC=C1)Cl)NC(OC(C)(C)C)=O tert-butyl (2-(2-chloroacetamido)-1-(2-chlorophenyl)ethyl)carbamate